2-((2R,3S)-1-((Benzyloxy)carbonyl)-3-hydroxypyrrolidin-2-yl)acetic acid C(C1=CC=CC=C1)OC(=O)N1[C@@H]([C@H](CC1)O)CC(=O)O